BrC=1C=C(CNC2=NC=C(C=N2)C(=O)NN)C=C(C1)Br 2-((3,5-dibromobenzyl)amino)pyrimidine-5-carbohydrazide